5-((1-(2,4-dichlorobenzyl)-4-hydroxypiperidin-4-yl)methyl)-1-(4-fluorophenyl)-1,5-dihydro-4H-pyrazolo[3,4-d]pyrimidin-4-one ClC1=C(CN2CCC(CC2)(O)CN2C=NC3=C(C2=O)C=NN3C3=CC=C(C=C3)F)C=CC(=C1)Cl